C(#N)CCN1C2CC(CC1CC2)NC2=C1C=CC=NC1=CC(=N2)NC=2SC(=CN2)C#N 2-((5-(((3-exo)-8-(2-cyanoethyl)-8-azabicyclo[3.2.1]oct-3-yl)amino)-1,6-naphthyridin-7-yl)amino)thiazole-5-carbonitrile